(6S,8R)-6-(5-(azetidin-3-ylamino)pyridin-2-yl)-8-methyl-yl-7-(2,2,2-trifluoroethyl)-6,7,8,9-tetrahydrooxazolo[5,4-f]isoquinolin-2(3H)-one N1CC(C1)NC=1C=CC(=NC1)[C@H]1N(C(CC2=C3C(=CC=C12)NC(O3)=O)=C)CC(F)(F)F